C1(=C(C(=C2C(=C(C3=C(C(=C(C4=C(C(=C1C2=C34)[2H])[2H])[2H])[2H])[2H])[2H])[2H])[2H])[2H])B(O)O (pyrene-1-yl-d9)boronic acid